The molecule is a trihydroxyflavanone that is (S)-naringenin having a prenyl group at position 8. It has a role as a platelet aggregation inhibitor and a plant metabolite. It is a trihydroxyflavanone, a member of 4'-hydroxyflavanones and a (2S)-flavan-4-one. It derives from a (S)-naringenin. It is a conjugate acid of a sophoraflavanone B(1-). CC(=CCC1=C2C(=C(C=C1O)O)C(=O)C[C@H](O2)C3=CC=C(C=C3)O)C